tert-butyl (8S)-3-(4-fluoro-3,5-dimethylphenyl)-8-methyl-4-oxo-2-(2-oxo-3-(1-phenylethyl)imidazolidin-1-yl)-4,5,6,8-tetrahydropyrido[3,4-d]pyrimidine-7(3H)-carboxylate FC1=C(C=C(C=C1C)N1C(=NC2=C(C1=O)CCN([C@H]2C)C(=O)OC(C)(C)C)N2C(N(CC2)C(C)C2=CC=CC=C2)=O)C